NC1=NC=CC(=C1C#CC1(CCCCCC1)O)Cl 1-((2-Amino-4-chloropyridin-3-yl)ethynyl)cycloheptan-1-ol